C(C)(=O)N1[C@@H]2CN([C@H](C1)C2)C2=NN=C(S2)C=2C(=CC(=NC2)C2=CC=C1N2N=CC(=C1)C#N)NC(C)C 7-(5-(5-((1S,4S)-5-acetyl-2,5-diazabicyclo[2.2.1]heptan-2-yl)-1,3,4-thiadiazol-2-yl)-4-(isopropylamino)pyridin-2-yl)pyrrolo[1,2-b]pyridazine-3-carbonitrile